2-chloro-6-(1H-imidazol-1-yl)nicotinonitrile ClC1=C(C#N)C=CC(=N1)N1C=NC=C1